FC=1C=CC=C2C(N(C(NC12)=O)C1CCN(CC1)C(=O)N[C@@H](C(N1CCC(CC1)N1CCCCC1)=O)CC=1C=C2C=NNC2=C(C1)C)=O |r| (±)-4-(8-Fluoro-1,2-dihydro-2,4-dioxoquinazolin-3(4H)-yl)-N-(3-(7-meth-yl-1H-indazol-5-yl)-1-oxo-1-(4-(piperidin-1-yl)piperidin-1-yl)propan-2-yl)-piperidine-1-carboxamide